N4-ethyl-N2-[5-methyl-1-((S)-1-methyl-piperidin-3-yl)-1H-pyrazol-4-yl]-5-trifluoromethyl-pyrimidine-2,4-diamine C(C)NC1=NC(=NC=C1C(F)(F)F)NC=1C=NN(C1C)[C@@H]1CN(CCC1)C